glycerol dicaprylate C(CCCCCCC)(=O)OCC(OC(CCCCCCC)=O)CO